2-(2-((tert-butyldimethylsilyl)-oxy)ethyl)piperidine-1-carboxylic acid tert-butyl ester C(C)(C)(C)OC(=O)N1C(CCCC1)CCO[Si](C)(C)C(C)(C)C